4-chloro-6-(isopropylamino)picolinonitrile ClC1=CC(=NC(=C1)NC(C)C)C#N